BrC=1C=CC(=C(C1)S(=O)(=O)NC=1C(=C(C(=O)NC2COCC2)C=C(C1)C1CC1)O)O 3-((5-Bromo-2-hydroxyphenyl)sulfonamido)-5-cyclopropyl-2-hydroxy-N-(tetrahydrofuran-3-yl)benzamide